trans-4-((3-(1-Cyclopropyl-1H-pyrazol-4-yl)phenyl)((trans-4-(4-methoxy-3-methylphenyl)cyclohexyl)methyl)carbamoyl)cyclohexyl (2-methoxyethyl)(methyl)carbamate COCCN(C(O[C@@H]1CC[C@H](CC1)C(N(C[C@@H]1CC[C@H](CC1)C1=CC(=C(C=C1)OC)C)C1=CC(=CC=C1)C=1C=NN(C1)C1CC1)=O)=O)C